(S)-(1-(5-chloro-2-ethoxyphenethyl)pyrrolidin-3-yl)methanamine hydrochloride Cl.ClC=1C=CC(=C(CCN2C[C@@H](CC2)CN)C1)OCC